tert-butyl ((1R,4R)-4-((3-chloro-4-cyanophenyl)amino)cyclohexyl)carbamate ClC=1C=C(C=CC1C#N)NC1CCC(CC1)NC(OC(C)(C)C)=O